C1(CCCC1)NCC=1N=C(SC1)C1=CN=C2N1N=C(C=C2)NC=2C=C1C=NNC1=CC2 3-{4-[(cyclopentylamino)methyl]thiazol-2-yl}-N-(1H-indazol-5-yl)imidazo[1,2-b]pyridazin-6-amine